COC1=C(CNC=2C3=C(N=CN2)C(=CS3)C=3C=NN(C3)C=3C=C(C=CC3C)NC(C3=CC(=NC=C3)C(F)(F)F)=O)C=CC(=C1)OC N-(3-(4-(4-((2,4-dimethoxybenzyl)amino)thieno[3,2-d]pyrimidin-7-yl)-1H-pyrazol-1-yl)-4-methylphenyl)-2-(trifluoromethyl)isonicotinamide